((1-(6-(6-(Difluoromethyl)imidazo[1,2-b]pyridazin-3-yl)pyrimidin-4-yl)-5-ethylpiperidin-3-yl)imino)dimethyl-λ6-sulfanone FC(C=1C=CC=2N(N1)C(=CN2)C2=CC(=NC=N2)N2CC(CC(C2)CC)N=S(=O)(C)C)F